(R)-2-(7-chloro-4-oxoquinazolin-3(4H)-yl)-N-(3-fluoro-4-(4-methyloxazol-5-yl)phenyl)-propanamide ClC1=CC=C2C(N(C=NC2=C1)[C@@H](C(=O)NC1=CC(=C(C=C1)C1=C(N=CO1)C)F)C)=O